((S)-1-(2-((S)-2-cyanopyrrolidin-1-yl)-2-oxoethyl)pyrrolidin-3-yl)-5-methylbenzofuran-3-carboxamide C(#N)[C@H]1N(CCC1)C(CN1C[C@H](CC1)C=1OC2=C(C1C(=O)N)C=C(C=C2)C)=O